N[C@H]1C=CC2=CC=CC=C12 (S)-(+)-1-aminoindene